2-amino-5-methyl-1H-pyrrolo(3,2-b)pyridine-3-carbonitrile NC1=C(C2=NC(=CC=C2N1)C)C#N